({1-(4-fluorophenyl)-5-[3-(trifluoromethyl)phenyl]-1H-pyrazol-3-yl}oxy)acetic acid FC1=CC=C(C=C1)N1N=C(C=C1C1=CC(=CC=C1)C(F)(F)F)OCC(=O)O